C(C)(C)(C)OC(=O)N1CCC2(CC1)OC1=C(C2)C=C(C=C1)Br 5-bromo-3H-spiro[benzofuran-2,4'-piperidine]-1'-carboxylic acid tert-butyl ester